C(C1=CC=CC=C1)OC1=C(C=C(C(=O)O)C=C1Cl)Cl 4-(benzyloxy)-3,5-dichlorobenzoic acid